FC=1C=C(C(=O)NCC23CCC(CC2)(CC3)C3=NC(=NO3)C3=NC=C(N=C3)C(F)(F)F)C=C(C1O)F 3,5-difluoro-4-hydroxy-N-[(4-{3-[5-(trifluoromethyl)pyrazin-2-yl]-1,2,4-oxadiazol-5-yl}bicyclo[2.2.2]octan-1-yl)methyl]benzamide